6-tert-Butoxycarbonylamino-2-fluoro-3-methoxy-benzoic acid methyl ester Methyl-6-bromo-2-fluoro-3-methoxybenzoate COC(C1=C(C(=CC=C1Br)OC)F)=O.COC(C1=C(C(=CC=C1NC(=O)OC(C)(C)C)OC)F)=O